NC1=C(C(=O)OC)C=C(C=C1N)Br methyl 2,3-diamino-5-bromo-benzoate